(4S,5R)-5-[3,5-bis(trifluoromethyl)phenyl]-4-methyl-3-(naphthalen-1-ylacetyl)-1,3-oxazolidin-2-one FC(C=1C=C(C=C(C1)C(F)(F)F)[C@@H]1[C@@H](N(C(O1)=O)C(CC1=CC=CC2=CC=CC=C12)=O)C)(F)F